C(C)(C)(C)N=[Mo](N(CC)CC)(N(CC)CC)=NC(C)(C)C bis(tert-butylimino)bis(diethylamino)molybdenum